C1(CCCCCC1)OB(O)O cycloheptylboric acid